crotyl acrylate C(C=C)(=O)OCC=CC